1-(4-(benzo[d]thiazol-7-yl)benzyl)-1-(2-cyanoethyl)-3-(2-ethynyl-thiazol-4-yl)urea S1C=NC2=C1C(=CC=C2)C2=CC=C(CN(C(=O)NC=1N=C(SC1)C#C)CCC#N)C=C2